C(C)(C)NC(O[C@H]1CO[C@H](C1)C1=CC(=NN1)NC1=NC=CC2=C1SC=N2)=O |o1:6,9| rel-(3R,5R)-5-(3-(thiazolo[5,4-c]pyridin-4-ylamino)-1H-pyrazol-5-yl)tetrahydrofuran-3-yl isopropylcarbamate